3-ETHYL-OXETANE-3-CARBALDEHYDE C(C)C1(COC1)C=O